N-ETHYLFORMAMIDE C(C)NC=O